C(C)(C)(C)C1N(CCN(C1)C(=O)C1=CNC(C=C1)=O)C(=O)O[C@@H]([C@@H](CC1=CC=C(C=C1)Cl)N1N=CN=C1)C(C)(C)C |r| (2RS,3RS)-1-(4-chlorophenyl)-4,4-dimethyl-2-(1H-1,2,4-triazole-1-yl)pentan-3-ol tert-butyl-4-(6-oxo-1,6-dihydropyridine-3-carbonyl)piperazine-1-carboxylate